2-(5-Ethynyl-1H-pyrazol-3-yl)naphthalen-1-ol C(#C)C1=CC(=NN1)C1=C(C2=CC=CC=C2C=C1)O